FC1=CC=C2C=C(N=C(C2=C1)OC)C1CC(CCC1)N1CCN(CC1)C=1C=CC(=NC1)C(=O)NC 5-(4-(3-(7-fluoro-1-methoxyisoquinolin-3-yl)cyclohexyl)piperazin-1-yl)-N-methylpicolinamide